FC\C(=C/C(=O)OCC)\N1CCCC1 ethyl (E)-4-fluoro-3-pyrrolidin-1-yl-but-2-enoate